2-hydroxy-4-(8-hydroxyoctyloxy)benzophenone OC1=C(C(=O)C2=CC=CC=C2)C=CC(=C1)OCCCCCCCCO